COC1=C(C(=CC(=C1)OC)CCCCC)S(=O)(=O)NC(C(C)(C)C)=O N-(2,4-dimethoxy-6-pentyl-phenyl)sulfonyl-2,2-dimethyl-propanamide